bis(2,4-dibenzylphenyl)pentaerythritol diphosphite OP(O)OP(O)O.C(C1=CC=CC=C1)C1=C(C=CC(=C1)CC1=CC=CC=C1)C(O)(C(CO)(CO)CO)C1=C(C=C(C=C1)CC1=CC=CC=C1)CC1=CC=CC=C1